4-(Difluoromethyl)-2-[3-(ethylsulfonyl)-5,6,7,8-tetrahydroimidazo[1,2-a]pyridin-2-yl]-3-methyl-6-(trifluoromethyl)-3H-imidazo[4,5-c]pyridine FC(C1=NC(=CC2=C1N(C(=N2)C=2N=C1N(CCCC1)C2S(=O)(=O)CC)C)C(F)(F)F)F